FC(C=1SC=2CN(CCC2N1)C1=CC(=C(C(=N1)F)NC(CC(C)(C)C)=O)C)F N-(6-(2-(difluoromethyl)-6,7-dihydrothiazolo[5,4-c]pyridin-5(4H)-yl)-2-fluoro-4-methylpyridin-3-yl)-3,3-dimethylbutanamide